2-(but-3-en-1-yl)pyrrolidine-1-carboxylic acid benzyl ester C(C1=CC=CC=C1)OC(=O)N1C(CCC1)CCC=C